O[C@H]1C[C@H](CCC1)CC(=O)OCC |r| (±)-cis-ethyl 2-(3-hydroxycyclohexyl)acetate